C1(CC1)C([C@@H](C(=O)NC1=NC(=C(C=C1)C=1C(=NNC1C)C(C([2H])([2H])[2H])([2H])[2H])F)NC(=O)C=1C(=NOC1)CC)C1CC1 N-[(1S)-1-(dicyclopropylmethyl)-2-[[6-fluoro-5-[5-methyl-3-(1,1,2,2,2-pentadeuterioethyl)-1H-pyrazol-4-yl]-2-pyridyl]amino]-2-oxo-ethyl]-3-ethyl-isoxazole-4-carboxamide